ClC=1C=C(C=NC1)C1=NN=C(S1)C=1C=CC(N(N1)CC1=CN=C(S1)CC)=O 6-(5-(5-chloropyridin-3-yl)-1,3,4-thiadiazol-2-yl)-2-((2-ethylthiazol-5-yl)methyl)pyridazin-3(2H)-one